OCC1=CC=C(C=C1)C1=C(C#N)C=CC=C1 2-[4-(hydroxymethyl)phenyl]benzonitrile